CC1=CC=C(C2=C1C=C(O2)C2=NC(=NO2)C2=C(C(=O)O)C=CC=C2)C [5-(4,7-dimethylbenzofuran-2-yl)-1,2,4-oxadiazol-3-yl]benzoic acid